N'-[2-bromo-4-(2-fluorophenoxy)-5-methylphenyl]-N-ethyl-N-methylimidoformamide BrC1=C(C=C(C(=C1)OC1=C(C=CC=C1)F)C)N=CN(C)CC